C(C)C1(N)C(C=CC=C1)CC o-diethyl-aniline